(E)-4-propyl-dihydrofuran C(CC)C=1CCOC1